(S)-3-(2-hydroxyethyl)-2-azaspiro[4.4]non-7-en-1-one OCC[C@H]1NC(C2(C1)CC=CC2)=O